(S)-2-amino-3-hydroxy-N-(1-(m-tolyl)-1H-pyrazolo[4,3-b]pyridin-6-yl)propanamide hydrochloride Cl.N[C@H](C(=O)NC=1C=C2C(=NC1)C=NN2C=2C=C(C=CC2)C)CO